(S)-amino-1-butanol N[C@H](CCC)O